ClC1=C(C=C(C=C1)N1CCN(CC1)C1=C(C=C(C(=C1)OC)[N+](=O)[O-])F)C1CC1 1-(4-chloro-3-cyclopropyl-phenyl)-4-(2-fluoro-5-methoxy-4-nitro-phenyl)piperazine